2-(2-aminothiazol-5-yl)-2-oxoethyl (1R,3S)-7-(3-chloro-2-fluoro-6-(1H-tetrazol-1-yl)phenyl)-1-methyl-5-oxo-1,2,3,5-tetrahydroindolizine-3-carboxylate ClC=1C(=C(C(=CC1)N1N=NN=C1)C1=CC(N2[C@@H](C[C@H](C2=C1)C)C(=O)OCC(=O)C1=CN=C(S1)N)=O)F